C1(CCCC1)N1C(C(=CC2=C1N=C(N=C2)N2CCC(CC2)NCCC2=CC=CC=C2)C2=CC(=CC=C2)OC)=O 8-cyclopentyl-6-(3-methoxyphenyl)-2-(4-(phenethylamino)piperidin-1-yl)pyrido[2,3-d]pyrimidin-7-one